1-(4-fluorophenyl)-5-methyl-2-oxo-2,3-dihydro-1H-imidazole FC1=CC=C(C=C1)N1C(NC=C1C)=O